C(#N)C=1C=CC(=NC1)N1CC2CCC(C1)N2C(=O)OC(C)(C)C tert-Butyl 3-(5-cyanopyridin-2-yl)-3,8-diazabicyclo[3.2.1]octane-8-carboxylate